C(C)OC(C(C(=O)OCC)C1=NC(=NC=C1)Cl)=O.COCCOC 1,2-dimethoxyethane Diethyl-2-(2-chloropyrimidin-4-yl)-malonate